Methyl 3-((3-cyclopropylpyridin-2-yl) oxy)-2,2-dimethylpropionate C1(CC1)C=1C(=NC=CC1)OCC(C(=O)OC)(C)C